1,6-dimethyl-2-((5-nitro-2-benzimidazolyl)-thioacetamidomethyl)-3-hydroxy-4-pyridone CN1C(=C(C(C=C1C)=O)O)C(NC(C)=S)C=1NC2=C(N1)C=CC(=C2)[N+](=O)[O-]